C(#N)C=1C=C(C=C(C1)F)[C@H]1N(OCC1)C(=O)[C@@H]1CC[C@H](CC1)COC1=CC(=NC=C1)C#N trans-4-[[4-[(3S)-3-(3-cyano-5-fluoro-phenyl)isoxazolidine-2-carbonyl]cyclohexyl]methoxy]pyridine-2-carbonitrile